N-(4-fluorophenyl)-4-(methylsulfinyl)-6-oxo-6'-(trifluoromethyl)-1,2,3,6-tetrahydro-[2,3'-bipyridine] FC1=CC=C(C=C1)N1C(CC(=CC1=O)S(=O)C)C=1C=NC(=CC1)C(F)(F)F